2-(5,6-difluoropyridin-3-yl)-5-(pyridin-3-yl)-4,5-dihydro-6H-imidazo[1,5-b]pyrazol-6-one FC=1C=C(C=NC1F)C=1C=C2N(N1)C(N(C2)C=2C=NC=CC2)=O